ClC=1N=C(C2=C(N1)C(NCC2)=O)C=2C(=NN(C2C)C2OCCCC2)C 2-Chloro-4-(3,5-dimethyl-1-(tetrahydro-2H-pyran-2-yl)-1H-pyrazol-4-yl)-6,7-dihydropyrido[3,4-d]pyrimidin-8(5H)-one